1,1,1-Trifluoro-N-(2-((3R,4S)-4-hydroxy-3-((2-phenylthiazol-4-yl)-methyl)chroman-7-yl)-phenyl)methanesulfonamide FC(S(=O)(=O)NC1=C(C=CC=C1)C1=CC=C2[C@H]([C@@H](COC2=C1)CC=1N=C(SC1)C1=CC=CC=C1)O)(F)F